methyl-propane-2-sulfinamide CCC(C)S(=O)N